1-((3S,4R)-3-((2,5-dichloro-7H-pyrrolo[2,3-d]pyrimidin-4-yl)amino)-4-fluoropiperidin-1-yl)prop-2-en-1-one ClC=1N=C(C2=C(N1)NC=C2Cl)N[C@H]2CN(CC[C@H]2F)C(C=C)=O